C(C=C)(=O)N1C(CN(CC1)C1=NC(=NC=2CC(CCC12)C1=CC(=CC2=CC=CC=C12)O)OC[C@H]1N(CCC1)C)CC#N 2-(1-propenoyl-4-(7-(3-hydroxynaphthalen-1-yl)-2-(((S)-1-methylpyrrolidin-2-yl)methoxy)-5,6,7,8-tetrahydroquinazolin-4-yl)piperazin-2-yl)acetonitrile